O1CC(C1)N1C[C@@H](NCC1)CO (R)-(4-(oxetan-3-yl)piperazin-2-yl)methanol